(S)-3-(3-((5-(difluoromethoxy)pyridin-2-yl)amino)-4-((R)-1-morpholinopropyl)phenyl)pentanoic acid FC(OC=1C=CC(=NC1)NC=1C=C(C=CC1[C@@H](CC)N1CCOCC1)[C@H](CC(=O)O)CC)F